tert-butyl (E)-3-(4-(5-carbamoyl-2-((4-((2-methoxy-4-(methoxycarbonyl)-6-nitrophenyl)amino)but-2-en-1-yl)amino)-3-nitrophenoxy)but-2-yn-1-yl)azetidine-1-carboxylate C(N)(=O)C=1C=C(C(=C(OCC#CCC2CN(C2)C(=O)OC(C)(C)C)C1)NC\C=C\CNC1=C(C=C(C=C1[N+](=O)[O-])C(=O)OC)OC)[N+](=O)[O-]